CN(C)CC1=C(C(OC2=CC(=CC=C12)CN(C(O)=O)C)=O)CC1=C(C(=CC=C1)CS)F.C1(O)=C(C(O)=C(C(O)=C1)C=O)C=O phloroglucinoldialdehyde 4-((dimethylamino)methyl)-3-(2-fluoro-3-(mercaptomethyl)benzyl)-2-oxo-2H-chromen-7-yl-dimethylcarbamate